ClC1=NC=C(C(=N1)NCCC1=CC=CC=C1)C(=O)N 2-chloro-4-(phenylethylamino)pyrimidin-5-carboxamide